3-(3-Carboxy-4-hydroxyphenyl)alanine C(=O)(O)C=1C=C(C=CC1O)C[C@H](N)C(=O)O